CN1N=CC(=C1)N[C@@H]1CCC2=CC(=CC=C12)C(F)(F)F (R)-1-methyl-N-(5-(trifluoromethyl)-2,3-dihydro-1H-inden-1-yl)-1H-pyrazol-4-amine